1,4-bis(4-aminophenoxy)-2,5-dibenzoyl-benzene NC1=CC=C(OC2=C(C=C(C(=C2)C(C2=CC=CC=C2)=O)OC2=CC=C(C=C2)N)C(C2=CC=CC=C2)=O)C=C1